BrC1=C(C(=C(C(=C1)F)C=1OC(=NN1)C)F)OC 2-(4-bromo-2,6-difluoro-3-methoxyphenyl)-5-methyl-1,3,4-oxadiazole